4-[[(2S)-1,4-dioxan-2-yl]methoxy]-1-methyl-9-[methyl(3,3,3-trifluoropropyl)amino]-6,7-dihydrobenzo[a]quinolizin-2-one O1[C@@H](COCC1)COC=1N2CCC3=C(C2=C(C(C1)=O)C)C=CC(=C3)N(CCC(F)(F)F)C